C(C1=CC=CC=C1)C1CCCC=C1 6-Benzylcyclohex-1-en